(2S,4S)-2-((4-bromophenyl)carbamoyl)-4-hydroxypyrrolidine-1-carboxylic acid tert-butyl ester C(C)(C)(C)OC(=O)N1[C@@H](C[C@@H](C1)O)C(NC1=CC=C(C=C1)Br)=O